CS(=O)C.[Cu].[Cu] di-copper dimethylsulfoxide